ClC1=C(C=C2C(NC(N3C2=C1SC[C@@H]3COC(F)(F)F)=O)=O)C([2H])([2H])[2H] (S)-10-chloro-3-((trifluoromethoxy)methyl)-9-(trideuteriomethyl)-2H-[1,4]thiazino[2,3,4-ij]quinazoline-5,7(3H,6H)-dione